N,N-di(3-allylaminopropyl)allylamine tri-hydrochloride Cl.Cl.Cl.C(C=C)NCCCN(CCCNCC=C)CC=C